C(C)OC(=O)C1=NC(=C(N=C1N1CCC2(CC1)[C@@H](C1=CC(=CC=C1C2)S(=O)(=O)C)N)C)C2=C(C(=CC=C2)Cl)Cl (S)-3-(1-amino-6-(methylsulfonyl)-1,3-dihydrospiro[indene-2,4'-piperidin]-1'-yl)-6-(2,3-dichlorophenyl)-5-methylpyrazine-2-carboxylic acid ethyl ester